NC1=NC=CC=C1C1=NC=2C(=NC(=CC2)C2=CC=C(C=C2)F)N1C1=CC=C(CN2CCC3(CN(C3)C3=NC(=NC=C3)C#N)CC2)C=C1 4-(7-(4-(2-(2-Aminopyridin-3-yl)-5-(4-fluorophenyl)-3H-imidazo[4,5-b]pyridin-3-yl)benzyl)-2,7-diazaspiro[3.5]nonan-2-yl)pyrimidine-2-carbonitrile